1-(9Z-heptadecenoyl)-2-dodecanoyl-glycero-3-phosphoserine CCCCCCCCCCCC(=O)O[C@H](COC(=O)CCCCCCC/C=C\CCCCCCC)COP(=O)(O)OC[C@@H](C(=O)O)N